ClC=1C=C(C=CC1F)N1C(N=C(C=C1N1N=C(C=C1C)C)N)N N1-(3-Chloro-4-fluorophenyl)-6-(3,5-dimethyl-1H-pyrazol-1-yl)pyrimidine-2,4-diamine